O[C@@H]1[C@H](N(CC=C1)CNC(CC1=CC=CC=C1)=O)C1=CC=CC=C1 |o1:1,2| N-(((2R*,3S*)-3-hydroxy-2-phenyl-3,6-dihydropyridin-1(2H)-yl)methyl)-2-phenylacetamide